C(#N)C(=C1CC(C2=CC=CC=C12)=O)C#N 1-(dicyanomethylene)-3-oxo-1,3-dihydro-2H-indene